ClC=1C(=CC(=C(CNCC=2N=NC=CC2)C1)OCC1=NC=CN=C1)OCC=1C(=C(C=CC1)C1=C(C(=CC=C1)OCC1CN(CCC1)C)Cl)C N-(5-chloro-4-((2'-chloro-2-methyl-3'-((1-methylpiperidin-3-yl)methoxy)-[1,1'-biphenyl]-3-yl)methoxy)-2-(pyrazin-2-ylmethoxy)benzyl)-1-(pyridazin-3-yl)methanamine